ClC=1C=C2C(=CC(=NC2=CC1)C(F)(F)F)N[C@@H]1C[C@@H](CCC1)NC(=O)C=1C=NNC1 N-((1R,3S)-3-((6-chloro-2-(trifluoromethyl)quinolin-4-yl)amino)cyclohexyl)-1H-pyrazole-4-carboxamide